(2S)-2-(3,4-Dihydroxyphenyl)-5,7-dihydroxy-2,3-dihydrochromen-4-one OC=1C=C(C=CC1O)[C@H]1OC2=CC(=CC(=C2C(C1)=O)O)O